2-hydroxy-5-methyl-isophthaloyl-dimethanol OC1=C(C(=O)CO)C=C(C=C1C(=O)CO)C